Sodium (E)-((2-(3,7-dimethylocta-2,6-dien-1-yl)-3-hydroxy-5-pentylphenoxy)carbonyl)glycinate C\C(=C/CC1=C(OC(=O)NCC(=O)[O-])C=C(C=C1O)CCCCC)\CCC=C(C)C.[Na+]